2-(2-chlorophenyl)-N-(3-[(2,4-dimethoxybenzyl)sulfamoyl]-4-{4-[(2,2,2-trifluoroethyl)amino]-1H-pyrazol-1-yl}phenyl)acetamide ClC1=C(C=CC=C1)CC(=O)NC1=CC(=C(C=C1)N1N=CC(=C1)NCC(F)(F)F)S(NCC1=C(C=C(C=C1)OC)OC)(=O)=O